FC=1C=C(C=C(C1N1C(CCC1)=O)F)C1=C(C(=CC=C1)C1=CC(=NO1)N1CCNCC1)O 1-(3,5-difluoro-2'-hydroxy-3'-(3-(piperazin-1-yl)isoxazol-5-yl)-[1,1'-biphenyl]-4-yl)pyrrolidin-2-one